NC1=C2N=CN(C2=NC=N1)C[C@@H](C)OCP(OCCCOCCCCCCCCCCC#CC1=C(C(=C(C(=C1F)F)F)F)F)(O)=O 3-((12-(perfluorophenyl)dodec-11-yn-1-yl)oxy)propyl hydrogen ((((R)-1-(6-amino-9H-purin-9-yl)propan-2-yl)oxy)methyl)phosphonate